C(CCCCC)C=1C=C2C(=CC(=NC2=CC1)N(CC=1N=NNN1)C)C1=CC=CC=C1 6-hexyl-N-methyl-4-phenyl-N-[(2H-1,2,3,4-tetrazol-5-yl)methyl]quinolin-2-amine